N1CC(CCC1)NC1=NC=C(C(=N1)C1=CNC=2C(NC=CC=CC21)=O)C(F)(F)F 3-(2-{[piperidin-3-yl]amino}-5-(trifluoromethyl)pyrimidin-4-yl)-1H,8H,9H-pyrrolo[2,3-c]azocin-9-one